ClC=1C=C(CN2CCN(CC2)C(=O)N2N=C(C=C2)C(=O)O)C=C(C1)C=1C=NC=NC1 1-(4-(3-chloro-5-(pyrimidin-5-yl)benzyl)piperazine-1-carbonyl)-1H-pyrazole-3-carboxylic acid